(2R*,3S*)-N-(4-Chlorobenzyl)-N-(1,1-difluorospiro[2.5]octan-6-yl)-3-(p-tolylthio)tetrahydrofuran-2-carboxamide ClC1=CC=C(CN(C(=O)[C@H]2OCC[C@@H]2SC2=CC=C(C=C2)C)C2CCC3(CC3(F)F)CC2)C=C1 |o1:9,13|